O=C1NC(CC[C@H]1C1=C(C=C(C=C1)N1CCC(CC1)CN1CCN(CC1)C1=CC=C(C=C1)N1N=C(C(=C1)C=1C(=C(C=CC1)NS(=O)(=O)CCC)F)C1=CC=NC=C1)F)=O (S)-N-(3-(1-(4-(4-((1-(4-(2,6-dioxopiperidin-3-yl)-3-fluorophenyl)piperidin-4-yl)methyl)piperazin-1-yl)phenyl)-3-(pyridin-4-yl)-1H-pyrazol-4-yl)-2-fluorophenyl)propane-1-sulfonamide